N-isobutylpyrrolidone C(C(C)C)N1C(CCC1)=O